C[C@@H]1CN(C[C@@H](N1)C)C1=CC=C(N=N1)C1=NC=C(C=C1O)C=1C=C2C=NN(C2=CC1)C 2-{6-[(3R,5S)-3,5-dimethylpiperazin-1-yl]pyridazin-3-yl}-5-(1-methyl-1H-indazol-5-yl)pyridin-3-ol